ClC1=C(C=C(C=C1)OC)B(O)O (2-chloro-5-methoxy-phenyl)boronic acid